FC1=CC(=CC=C1F)C(=O)OO 3,4-difluoroperbenzoic acid